CN1N=C2N=CC(=CC2=C1)C=1N=CC2=C(N1)SC(=C2)C2(CC1(CC1)C2)O 5-(2-(2-methyl-2H-pyrazolo[3,4-b]pyridin-5-yl)thieno[2,3-d]pyrimidin-6-yl)spiro[2.3]hexan-5-ol